((((3-hydroxypropyl)azanediyl)bis(propane-3,1-diyl))bis(oxy))bis(ethane-2,1-diyl) bis(2-hexyldecanoate) C(CCCCC)C(C(=O)OCCOCCCN(CCCOCCOC(C(CCCCCCCC)CCCCCC)=O)CCCO)CCCCCCCC